COC(C(=O)C1=CC=CC=C1)(C1=CC=CC=C1)OC α,α-Dimethoxy-α-phenylacetophenone